CC1CCOCCCCCCCCCC(C1)=O 4-methyloxacyclopentadecan-6-one